BrC=1C(=CC(=C(OCCC(=O)O)C1)C1OC2=C(C=CC=C2C(C1)=O)Cl)OC 3-[5-bromo-2-(8-chloro-4-oxo-chroman-2-yl)-4-methoxy-phenoxy]propionic acid